CC1=C(C(=O)N)C=C(C=C1)C=1N=NC(=CC1)NC1C[C@@H]2[C@@H](CN(C2)C([2H])([2H])C2CCOCC2)C1 methyl-5-(6-(((3aR,5s,6aS)-2-((tetrahydro-2H-pyran-4-yl)methyl-d2)octahydrocyclopenta[c]pyrrol-5-yl)amino)pyridazin-3-yl)benzamide